4-(difluoromethyl)-N-[4-fluoro-5-[2-(morpholin-4-ylmethyl)-1,3-thiazol-4-yl]-2-[(3R,5S)-3,4,5-trimethylpiperazin-1-yl]phenyl]-1-methyl-6-oxopyridine-3-carboxamide FC(C=1C(=CN(C(C1)=O)C)C(=O)NC1=C(C=C(C(=C1)C=1N=C(SC1)CN1CCOCC1)F)N1C[C@H](N([C@H](C1)C)C)C)F